6-[(3-ethoxy-2-pyridyl)oxy]-N-[(3s)-3-methyl-1,1-dioxo-thiolan-3-yl]imidazo[1,2-a]pyridine-2-carboxamide C(C)OC=1C(=NC=CC1)OC=1C=CC=2N(C1)C=C(N2)C(=O)N[C@@]2(CS(CC2)(=O)=O)C